O1N=CC2=C1C=CS2 thieno[2,3-d]isoxazole